1,1,1-butantriol C(CCC)(O)(O)O